2-(Dimethylamino)-N-(1-(6-(4-isopropyl-5-(8-methyl-[1,2,4]triazolo[1,5-a]pyridin-6-yl)-1H-pyrazol-3-yl)pyridin-3-yl)ethyl)-N-methylacetamide CN(CC(=O)N(C)C(C)C=1C=NC(=CC1)C1=NNC(=C1C(C)C)C=1C=C(C=2N(C1)N=CN2)C)C